N1(C=NC=C1)C(=O)ON=C1CC=C2C=CC3=CC=CC=C3C2=C1 phenanthren-3(2H)-one O-(1H-imidazole-1-carbonyl) oxime